N[C@@H]1CN(CC[C@H]1F)C1=NC2=C(N1CC(=O)N1CC(CC1)(C)O)C=C(C(=C2)F)F 2-(2-((3R,4R)-3-amino-4-fluoropiperidin-1-yl)-5,6-difluoro-1H-benzo[d]imidazol-1-yl)-1-(3-hydroxy-3-methylpyrrolidin-1-yl)ethanone